2,2,6,6-Tetramethyl-5-(methylamino)heptan-3-ol CC(C)(C(CC(C(C)(C)C)NC)O)C